Cyanoethoxydiisopropylphosphinyl-(S)-2-Amino-1,3-Propanediol C(#N)CCO[C@](C(CO)N)(O)P(=O)(C(C)C)C(C)C